NCC1COC(CN1)CC(=O)N1CC(C1)OC1=C(C=2O[B-]([C@H]3C[C@H]3C2C=C1)(O)O)C(=O)O (2R,4S)-9-(1-{[5-(aminomethyl)morpholin-2-yl]acetyl}azetidin-3-yl)oxy-5,5-dihydroxy-6-oxa-5-boranuidatricyclo[5.4.0.02,4]undeca-1(7),8,10-triene-8-carboxylic acid